Cl.NC/C(/CN1N=CN(C1=O)CC=1SC(=CC1)C=1C=NC(=NC1)N1CCOCC1)=C\F 2-[(2E)-2-(aminomethyl)-3-fluoroprop-2-en-1-yl]-4-(5-[2-(morpholin-4-yl)pyrimidin-5-yl]thiophen-2-ylmethyl)-2,4-dihydro-3H-1,2,4-triazol-3-one hydrochloride